C(C)N1C(=NC(=C1)CCO)CCO 1-ethylimidazolediethanol